1,3,5-benzenetricarboxylic acid tris(4-isobutylcyclohexylamide) C(C(C)C)C1CCC(CC1)NC(=O)C1=CC(=CC(=C1)C(=O)NC1CCC(CC1)CC(C)C)C(=O)NC1CCC(CC1)CC(C)C